Methyl (S)-2-((tert-butoxycarbonyl)amino)-3-(4-(2-methyl-3-oxo-5-((1-phenyl-2,5,8,11-tetraoxatridecan-13-yl)oxy)-2,3-dihydropyridazin-4-yl)phenyl)propanoate C(C)(C)(C)OC(=O)N[C@H](C(=O)OC)CC1=CC=C(C=C1)C=1C(N(N=CC1OCCOCCOCCOCCOCC1=CC=CC=C1)C)=O